(3R,4S)-3-cyclopropyl-4-methyl-2-oxo-1-(6-pyrazin-2-ylpyrrolo[1,2-b]pyridazin-4-yl)pyrrolidine-3-carbonitrile C1(CC1)[C@]1(C(N(C[C@H]1C)C=1C=2N(N=CC1)C=C(C2)C2=NC=CN=C2)=O)C#N